6-bromo-8-methyl-2-thieno[2,3-c]pyridin-5-yl-3H-quinazolin-4-one BrC=1C=C2C(NC(=NC2=C(C1)C)C=1C=C2C(=CN1)SC=C2)=O